ClC1=C(C=C(C=C1)C1=NN(C(=N1)CC(=O)N[C@H]1CCC2=NC=CC=C21)CC)OC(C)C 2-[3-(4-chloro-3-isopropyloxyphenyl)-1-ethyl-1H-1,2,4-triazol-5-yl]-N-[(5S)-5H,6H,7H-cyclopenta[b]pyridin-5-yl]acetamide